n-triacontyl butyl ether C(CCC)OCCCCCCCCCCCCCCCCCCCCCCCCCCCCCC